ethyl (1S,3R,4R)-1-((tert-butoxycarbonyl)amino)-3-fluoro-4-(((trifluoromethyl)sulfonyl)oxy)cyclopentane-1-carboxylate C(C)(C)(C)OC(=O)N[C@@]1(C[C@H]([C@@H](C1)OS(=O)(=O)C(F)(F)F)F)C(=O)OCC